C[SiH](C)C[Zr](C)(NC(C)(C)C)C1=CC=CC=2C3=CC=CC=C3CC12 dimethylsilyl-fluorenyl-t-butylamino-dimethyl-zirconium